OCCOCCOCCOCCOCCC 1-hydroxy-3,6,9,12-tetraoxapentadecane